tert-butyl 2-[7-[4-fluoro-2-(2-methoxyethoxy) phenyl]-4-hydroxy-thieno[3,2-c]pyridin-6-yl]-6,7-dihydro-4H-thiazolo[5,4-c]pyridine-5-carboxylate FC1=CC(=C(C=C1)C=1C2=C(C(=NC1C=1SC=3CN(CCC3N1)C(=O)OC(C)(C)C)O)C=CS2)OCCOC